2-((5-bromo-3-iodopyridin-2-yl)amino)ethan-1-ol BrC=1C=C(C(=NC1)NCCO)I